BrC1=C(C=CC=C1F)NC(=S)C=1C(NCCC1NCC1=C(C=NC=C1)OCCOC)=O N-(2-bromo-3-fluorophenyl)-4-({[3-(2-methoxyethoxy)pyridin-4-yl]methyl}amino)-2-oxo-1,2,5,6-tetrahydropyridine-3-carbothioamide